NC1=C(C=C(C=C1)F)C(=O)C1=CC=CC=C1 (2-amino-5-fluorophenyl)(phenyl)methanone